(R)-2-(4-isopropylphenyl)-N-(1-(1-propyl-1H-pyrazolo[3,4-c]pyridin-5-yl)ethyl)acetamide C(C)(C)C1=CC=C(C=C1)CC(=O)N[C@H](C)C=1C=C2C(=CN1)N(N=C2)CCC